diisopropyl 3-aminocyclobutane-1,1-dicarboxylate NC1CC(C1)(C(=O)OC(C)C)C(=O)OC(C)C